2-(1-(4-Chloro-1H-pyrazolo[3,4-b]pyridin-1-yl)ethyl)-3-(3-fluorophenyl)-4H-chromen-4-one 2,5-Dioxopyrrolidin-1-yl-4-((4-(2-(3-chlorobenzyl)-5-methyloxazol-4-yl)benzyl)oxy)benzoate O=C1N(C(CC1)=O)C1=C(C(=O)O)C=CC(=C1)OCC1=CC=C(C=C1)C=1N=C(OC1C)CC1=CC(=CC=C1)Cl.ClC1=C2C(=NC=C1)N(N=C2)C(C)C=2OC1=CC=CC=C1C(C2C2=CC(=CC=C2)F)=O